5-amino-7-bromo-2-(2,2,2-trifluoroethyl)indazole-4-carboxamide NC1=C(C2=CN(N=C2C(=C1)Br)CC(F)(F)F)C(=O)N